Boc-Alanin C(=O)(OC(C)(C)C)N[C@@H](C)C(=O)O